[N+](=[N-])=CC(CC[C@@H](C(=O)OC(C)C)NC([C@@H](C1=CNC=C1)O)=O)=O isopropyl (S)-6-diazo-2-((R)-2-hydroxy-2-(1H-pyrrol-3-yl)acetamido)-5-oxohexanoate